6-(7-(3-chloro-2-cyclopropyl-5-hydroxyphenyl)-6,8-difluoro-2-((hexahydro-1H-pyrrolizin-7a-yl)methoxy)quinazolin-4-yl)-6-azaspiro[3.5]nonan-2-ol ClC=1C(=C(C=C(C1)O)C1=C(C=C2C(=NC(=NC2=C1F)OCC12CCCN2CCC1)N1CC2(CC(C2)O)CCC1)F)C1CC1